OCCOC=1C=CC(=NC1)C1=NN=C(N=N1)C1=CC=C(C=N1)CN(CC(=O)OC(C)(C)C)CC(=O)OC(C)(C)C Di-tert-butyl 2,2'-(((6-(6-(5-(2-hydroxyethoxy)pyridin-2-yl)-1,2,4,5-tetrazin-3-yl)pyridin-3-yl)methyl)azanediyl)diacetate